O1CCOC(C1)C=O [1,4]Dioxane-5-carbaldehyde